2,4,6-trifluoronitrobenzene FC1=C(C(=CC(=C1)F)F)[N+](=O)[O-]